OC(CCNC(OC(C)(C)C)=O)C1=NC=CC=C1 tert-butyl N-[3-hydroxy-3-(pyridin-2-yl)propyl]carbamate